FC(C(=O)O)(F)F.FC(C(=O)O)(F)F.N1C(=CC=2C=NC=CC21)CNC([C@H](C)NC(=O)[C@@H]2NC[C@H](C2)CC2=CC=CC=C2)=O (2R,4S)-N-((S)-1-(((1H-pyrrolo[3,2-c]pyridin-2-yl)methyl)amino)-1-oxopropan-2-yl)-4-benzylpyrrolidine-2-carboxamide di-trifluoroacetate